FC1C2=CC=CC=C2C=2C=C(C=CC12)C(=O)NCC(=O)O (9-fluoro-9H-fluorene-3-carbonyl)glycine